bis(9,9-dimethylfluoren-2-yl)thienyl-amine CC1(C2=CC=CC=C2C=2C=CC(=CC12)N(C=1SC=CC1)C1=CC=2C(C3=CC=CC=C3C2C=C1)(C)C)C